ClC1=C(C=CC(=C1)F)C1=CC=NC2=CC(=CC=C12)O[C@@H](C(=O)N1C[C@H](CCC1)S(=O)(=O)N)C (3S)-1-[(2R)-2-[[4-(2-chloro-4-fluoro-phenyl)-7-quinolyl]oxy]propanoyl]piperidine-3-sulfonamide